3-(2-amino-1,3-benzothiazol-4-yl)-1-sulfamoyl-pyrrole-2-carboxylate NC=1SC2=C(N1)C(=CC=C2)C2=C(N(C=C2)S(N)(=O)=O)C(=O)[O-]